(4-(1-(2,2-Difluoroethyl)-2-(trifluoromethyl)-1H-imidazo[4,5-c]pyridin-4-yl)-2-methoxyphenyl)-(6,6-difluoro-1,4-oxazepan-4-yl)methanon FC(CN1C(=NC=2C(=NC=CC21)C2=CC(=C(C=C2)C(=O)N2CCOCC(C2)(F)F)OC)C(F)(F)F)F